COC(C1=CC(=C(C=C1)Br)N(C)C)=O 4-bromo-3-(dimethylamino)benzoic acid methyl ester